O1CCOC2=NC=C(C=C12)NC1=NC(=NC=C1)NC1=CC=C(C=C1)OC1CC(C1)N(C)C 4-(2,3-dihydro-1,4-dioxa-5-aza-7-naphthylamino)-2-{p-[(1r,3r)-3-(dimethylamino)cyclobutoxy]phenylamino}pyrimidine